3-((8-fluoro-2-(6-methoxypyridin-3-yl)-2,3-dihydrobenzo[b][1,4]dioxin-6-yl)methyl)-7-methoxyimidazo[1,2-a]pyridine FC1=CC(=CC2=C1OC(CO2)C=2C=NC(=CC2)OC)CC2=CN=C1N2C=CC(=C1)OC